tert-butyl (4S)-5-amino-4-(5-bromo-1-oxo-isoindolin-2-yl)-5-oxopentanoate NC([C@H](CCC(=O)OC(C)(C)C)N1C(C2=CC=C(C=C2C1)Br)=O)=O